The molecule is an unsaturated fatty acyl-CoA that results from the formal condensation of the thiol group of coenzyme A with the carboxy group of (3S,6Z,9Z,12Z,15Z,18Z,21Z)-3-hydroxytetracosahexaenoic acid. It is a 3-hydroxy fatty acyl-CoA, a (S)-3-hydroxyacyl-CoA, an unsaturated fatty acyl-CoA and a very long-chain fatty acyl-CoA. It is a conjugate acid of a (3S,6Z,9Z,12Z,15Z,18Z,21Z)-3-hydroxytetracosahexaenoyl-CoA(4-). CC/C=C\\C/C=C\\C/C=C\\C/C=C\\C/C=C\\C/C=C\\CC[C@@H](CC(=O)SCCNC(=O)CCNC(=O)[C@@H](C(C)(C)COP(=O)(O)OP(=O)(O)OC[C@@H]1[C@H]([C@H]([C@@H](O1)N2C=NC3=C(N=CN=C32)N)O)OP(=O)(O)O)O)O